O=C1NCC2=CC(=C(C=C12)B(O)O)C1=CC=CC=C1 3-OXO-6-PHENYLISOINDOLIN-5-YLBORONIC ACID